BrC1=C(N(C(N1CC#N)=O)C[C@@H](C(F)(F)F)O)C1=CC=C(C=C1)Cl (S)-2-(5-bromo-4-(4-chlorophenyl)-2-oxo-3-(3,3,3-trifluoro-2-hydroxypropyl)-2,3-dihydro-1H-imidazol-1-yl)acetonitrile